C12=CC=CC=C2CCC1 bicyclo[4.3.0]non-1,3,5-triene